C1(CCCCC1)C1=CC=C(C=C1)NC=1C2=C(N=C(N1)C1=CN=CO1)C(N(C2)C(C)C)=O 4-[(4-cyclohexylphenyl)amino]-2-(1,3-oxazol-5-yl)-6-(propan-2-yl)-5,6-dihydro-7H-pyrrolo[3,4-d]pyrimidin-7-one